NC=1SC2=C(N1)C=CC(=C2)C=2N=NN(C2)C(C)C2=C(C=C(C(=O)NNC(C(F)F)=O)C=C2)F 4-(1-(4-(2-aminobenzo[d]thiazol-6-yl)-1H-1,2,3-triazol-1-yl)ethyl)-N'-(2,2-difluoroacetyl)-3-fluorobenzohydrazide